NC1N(C(OO1)C(C(C)O)CC)CC(=O)OCC ethyl 2-amino-5-(1-ethyl-2-hydroxypropyl)-3,4-dioxazole-1-acetate